2-(methoxycarbonyl)-1-p-toluenesulfonyl-1H-pyrrole COC(=O)C=1N(C=CC1)S(=O)(=O)C1=CC=C(C)C=C1